4'-(Difluoromethyl)-4,5,5',6'-tetrahydro-2H-spiro[furan-3,8'-pyrano[3,4-b]pyridine]-1'-oxide FC(C1=C2C(=[N+](C=C1)[O-])C1(OCC2)COCC1)F